C(CC)S(=O)(=O)C=1C=C2C(=CNC2=CC1)CCNC(C)=O N-[2-(5-Propylsulfonyl-1H-indol-3-yl)ethyl]acetamide